O=C1NC(CCC1NC1=CC(=C(C=C1)C1=CC=C(C=C1)CC(=O)O)F)=O 2-(4'-((2,6-dioxopiperidin-3-yl)amino)-2'-fluoro-[1,1'-biphenyl]-4-yl)acetic acid